dieThionylcarbazol N[C@@H](CCSCC)C(=O)C1=C(C=2NC3=CC=CC=C3C2C=C1)C([C@@H](N)CCSCC)=O